N-Methyl-N-(m-tolyl)-1H-pyrrolo[3,2-c]pyridine-2-carboxamide CN(C(=O)C1=CC=2C=NC=CC2N1)C=1C=C(C=CC1)C